(4-(methylthio)phenyl)boric acid CSC1=CC=C(C=C1)OB(O)O